CC=1C=C(CN2CCC(CC2)CNC(C2=CN=CC=C2)=O)C=CC1 N-((1-(3-methylbenzyl)piperidin-4-yl)methyl)nicotinamide